FC1=C(C=CC=C1)NCC=1N=C(N(C1)C=1C=CC=2N(C1)C(=CN2)C(=O)O)C2=NC(=CC=C2)C 6-(4-(((2-Fluorophenyl)amino)methyl)-2-(6-methylpyridin-2-yl)-1H-imidazol-1-yl)imidazo[1,2-a]pyridine-3-carboxylic acid